1-(4-Fluoro-phenyl)-6-methyl-2-oxo-1,2-dihydropyridine-3-carboxylic acid FC1=CC=C(C=C1)N1C(C(=CC=C1C)C(=O)O)=O